ClC1=CC=C2C(=N1)N(C=C2C=2C(=NC=1N(C2)C=CN1)OC)COCC[Si](C)(C)C 6-(6-chloro-1-((2-(trimethylsilyl)ethoxy)methyl)-1H-pyrrolo[2,3-b]pyridin-3-yl)-7-methoxyimidazo[1,2-a]pyrimidine